N,N-diethyl-5,8-dimethyl-2-azoniabicyclo[3.2.2]nonane C(C)[N+]1(C2CCC(CC1)(CC2C)C)CC